BrC=1C=CC2=C(C(=CO2)COC2=C(C=CC(=C2)C(F)(F)F)CC(=O)OCC)C1 ethyl 2-(2-((5-bromobenzofuran-3-yl)methoxy)-4-(trifluoromethyl)phenyl)acetate